2-(3-(benzyloxy)phenyl)-2-cyclopropylethane-1-sulfonic acid C(C1=CC=CC=C1)OC=1C=C(C=CC1)C(CS(=O)(=O)O)C1CC1